C(C)(C)(C)OC(=O)N1C(OCC1)(C)C 2,2-dimethyl-1,3-oxazolidine-3-carboxylic acid tert-butyl ester